BrC=1C=CC(=NC1F)CC=1C(=NC=2N(C1N)N=CN2)C 6-(5-bromo-6-fluoro-pyridin-2-ylmethyl)-5-methyl-[1,2,4]triazolo[1,5-a]pyrimidin-7-amine